(E)-1-(3-azido-4-bromobut-1-en-1-yl)-3-methylbenzene N(=[N+]=[N-])C(/C=C/C1=CC(=CC=C1)C)CBr